N1(N=CC=C1)CC1=CC2=C(C(=NO2)NS(=O)(=O)C2=C(C=C(C=C2)C)OCC)C2=C1CCO2 N-(4-((1H-pyrazol-1-yl)methyl)-2,3-dihydrobenzofuro[7,6-d]isoxazol-8-yl)-2-ethoxy-4-methylbenzenesulfonamide